1-(3-chloro-5-fluoro-phenyl)-4-(3,4-dichlorophenyl)-6-methyl-2-oxo-5-prop-1-ynyl-pyridine-3-carboxylic acid ClC=1C=C(C=C(C1)F)N1C(C(=C(C(=C1C)C#CC)C1=CC(=C(C=C1)Cl)Cl)C(=O)O)=O